2-chloro-N-(furan-2-ylmethyl)-N-(3-hydroxy-4-methoxybenzyl)benzamide ClC1=C(C(=O)N(CC2=CC(=C(C=C2)OC)O)CC=2OC=CC2)C=CC=C1